FC=1C=C(C=CC1OC)S(/C=C/CNC(=O)C=1C(NC2=NC=CC=C2C1)=O)(=O)=N N-[(2E)-3-[(3-fluoro-4-methoxyphenyl)(imino)oxo-λ6-sulfanyl]prop-2-en-1-yl]-2-oxo-1,2-dihydro-1,8-naphthyridine-3-carboxamide